5-(2-Aminopyridin-4-yl)-N-((6-((3R,5S)-3,5-dimethylpiperazin-1-yl)pyridin-2-yl)methyl)-7H-pyrrolo[2,3-d]pyrimidin-4-amine NC1=NC=CC(=C1)C1=CNC=2N=CN=C(C21)NCC2=NC(=CC=C2)N2C[C@H](N[C@H](C2)C)C